methyl (2S,4R)-1-((R)-2-amino-3-(4-chlorophenyl)propanoyl)-4-methoxy-pyrrolidine-2-carboxylate 2,2,2-trifluoroacetate FC(C(=O)O)(F)F.N[C@@H](C(=O)N1[C@@H](C[C@H](C1)OC)C(=O)OC)CC1=CC=C(C=C1)Cl